(R)-6-bromo-N-(4-(prop-1-en-2-yl)benzyl)-2,3,4,9-tetrahydro-1H-carbazol-1-amine BrC=1C=C2C=3CCC[C@H](C3NC2=CC1)NCC1=CC=C(C=C1)C(=C)C